[5-(2-bromo-4-ethylsulfonyl-phenoxy)-4-cyclopropyl-pentyl] 4-methylbenzenesulfonate CC1=CC=C(C=C1)S(=O)(=O)OCCCC(COC1=C(C=C(C=C1)S(=O)(=O)CC)Br)C1CC1